ClC=1C=C2C(=CN=C(C2=CN1)OC)C(=C)C 6-chloro-1-methoxy-4-(prop-1-en-2-yl)-2,7-naphthyridine